(S)-(1-(7,8-dichloro-4-(1H-imidazol-1-yl)quinolin-2-yl)pyrrolidin-2-yl)methylamine ClC1=CC=C2C(=CC(=NC2=C1Cl)N1[C@@H](CCC1)CN)N1C=NC=C1